C(C=C)(=O)N1C[C@@H]2COC3=C(C(N2CC1)=O)C(=NC(=C3Cl)C3=C(C=CC=C3O)F)N3[C@@H]([C@H](C3)O)C (6aR)-8-acryloyl-4-chloro-3-(2-fluoro-6-hydroxyphenyl)-1-((2R,3S)-3-hydroxy-2-methylazetidin-1-yl)-6,6a,7,8,9,10-hexahydro-12H-pyrazino[2,1-c]pyrido[3,4-f][1,4]oxazepin-12-one